3-((7-((R)-3-Cyclohexyl-2-methylpropanoyl)-10-hydroxy-7-azaspiro[4.5]decan-10-yl)methyl)-6,7-difluoroquinazolin-4(3H)-one C1(CCCCC1)C[C@H](C(=O)N1CC2(CCCC2)C(CC1)(O)CN1C=NC2=CC(=C(C=C2C1=O)F)F)C